(3,4-difluorophenyl)(methyl)((3-(5-(trifluoromethyl)-1,2,4-oxadiazol-3-yl)benzyl)imino)-λ6-sulfanone FC=1C=C(C=CC1F)S(=O)(=NCC1=CC(=CC=C1)C1=NOC(=N1)C(F)(F)F)C